C1(CCC1)OC=1C(=C(C(=O)O)C=CC1C(=O)OCC)F 3-cyclobutoxy-4-(ethoxycarbonyl)-2-fluorobenzoic acid